C1(CC1)C1=CC(=NN1)NC1=NC(=NC=C1)N1C2CCC(C1)(C2)CNC N-(5-Cyclopropyl-1H-pyrazol-3-yl)-2-[4-(methylaminomethyl)-2-azabicyclo[2.2.1]heptan-2-yl]pyrimidin-4-amine